CC=1C=C(C=CC1)C1=C(C=2C=CC3=CC=C(C=4C=CC(=C1)C2C43)N)N dl-m-methylphenyl-pyrene-1,6-diamine